(2-hydroxy-4-(trifluoromethyl)phenyl)boric acid OC1=C(C=CC(=C1)C(F)(F)F)OB(O)O